C(C)(=O)C=1C=C(C=C2C(C(=C(OC12)S(=O)CC)C)=O)F 8-acetyl-2-ethylsulfinyl-6-fluoro-3-methyl-chromen-4-one